C(C)(=O)O[C@H]1[C@H](OC([C@@H]([C@H]1OC(C)=O)NC(C)=O)OCCCCCC(=O)OCC1=CC=CC=C1)COC(C)=O (2R,3R,4R,5R)-5-acetamido-2-(acetoxymethyl)-6-((6-(benzyloxy)-6-oxohexyl)oxy)tetrahydro-2H-pyran-3,4-diyl diacetate